N1N=CC=C1CN1C(N(C2=NC(=NC=C12)N)[C@@H]1[C@@H](C[C@H](O1)COC(C)=O)OC(C)=O)=O |&1:16| ((2S,4R,SR)-5-(7-((1H-pyrazol-5-yl)methyl)-2-amino-8-oxo-7,8-dihydro-9H-purin-9-yl)-4-acetoxytetrahydrofuran-2-yl)methylacetat